C(C1=CC=CC=C1)NC(=O)[C@H]1N(C[C@@H](C1)F)C(=O)OC(C)(C)C tert-butyl (2S,4R)-2-(benzylcarbamoyl)-4-fluoropyrrolidine-1-carboxylate